1,2-dioleoyl-3-trimethylammonio-propane C(CCCCCCC\C=C/CCCCCCCC)(=O)CC(C[N+](C)(C)C)C(CCCCCCC\C=C/CCCCCCCC)=O